5-(3-methoxyphenyl)-2-methyl-N-(4-(morpholinomethyl)thiazol-2-yl)furan-3-carboxamide COC=1C=C(C=CC1)C1=CC(=C(O1)C)C(=O)NC=1SC=C(N1)CN1CCOCC1